CC1=C(C(=C(C(=C1CC1=CC(=C(C(=C1)C(C)(C)C)O)C(C)(C)C)C)CC1=CC(=C(C(=C1)C(C)(C)C)O)C(C)(C)C)C)CC1=CC(=C(C(=C1)C(C)(C)C)O)C(C)(C)C 1,3,5-Trimethyl-2,4,6-tris-(3,5-di-tert-butyl-4-hydroxybenzyl)benzol